Acrylnitril Methylmethacrylat COC(C(=C)C)=O.C(C=C)#N